N-((2,6-dihydroxy-3'-methyl-4-pentyl-[1,1'-biphenyl]-3-yl)sulfonyl)pivalamide OC1=C(C(=CC(=C1S(=O)(=O)NC(C(C)(C)C)=O)CCCCC)O)C1=CC(=CC=C1)C